C(CC)N(CCC1=NNC2=CC=C(C=C12)OC)CCC N,N-dipropyl-2-(5-methoxy-1H-indazol-3-yl)ethan-1-amine